(R)-6-[((2R,3R,5R,6S)-3,5-bis((tert-butyldimethylsilyl)oxy)-6-methyltetrahydro-2H-pyran-2-yl)oxy]heptanoic acid [Si](C)(C)(C(C)(C)C)O[C@H]1[C@@H](O[C@H]([C@@H](C1)O[Si](C)(C)C(C)(C)C)C)O[C@@H](CCCCC(=O)O)C